BrC1=CC=C(C=C1)S(=O)(=O)N[C@H](C(=O)NCCC1=CC=C(C=C1)OC)CC1=CNC2=CC=CC=C12 (S)-2-(4-bromophenylsulphonamido)-3-(1H-indol-3-yl)-N-(4-methoxyphenylethyl)propanamide